FC(C=1C(=C(C=CC1)[C@@H](C)NC=1C2=C(N=C(N1)C)C=NC(=C2)N(CC(=O)N(C)C)C)F)F N2-[4-({(1R)-1-[3-(difluoromethyl)-2-fluorophenyl]ethyl}amino)-2-methylpyrido[3,4-d]pyrimidin-6-yl]-N,N,N2-trimethylglycinamide